COC=1C=C(C=CC1OC)N1CC=CC2=CC=C(C(=C12)C)C 1-(3',4'-dimethoxyphenyl)-7,8-dimethylquinoline